C(C)C(COCCCOCCCO)CCCCC 3-(3-((2-ethylheptyl)oxy)propoxy)propan-1-ol